4-[3-(4-cyclopropanecarbonyl-piperazine-1-carbonyl)4-fluoro-benzyl]-2H-phthalazin-1-one C1(CC1)C(=O)N1CCN(CC1)C(=O)C=1C=C(CC2=NNC(C3=CC=CC=C23)=O)C=CC1F